ONC(=N)C12CC(C1)(C2)NC(OC(C)(C)C)=O tert-butyl (3-(N-hydroxycarbamimidoyl)bicyclo[1.1.1]pentan-1-yl)carbamate